(S)-N-(2-fluoro-4-iodo-phenyl)-2-[(R)-4-(4-methoxy-phenyl)-2,5-dioxo-imidazolin-1-yl]-3-p-tolyl-propionamide FC1=C(C=CC(=C1)I)NC([C@H](CC1=CC=C(C=C1)C)N1C(N[C@@H](C1=O)C1=CC=C(C=C1)OC)=O)=O